OC1=C(C2=CC=CC=C2C=C1)C(=O)[O-] hydroxy-naphthalate